O2-tert-butyl O4-methyl 2-azabicyclo[2.2.2]octane-2,4-dicarboxylate C12N(CC(CC1)(CC2)C(=O)OC)C(=O)OC(C)(C)C